ClCC=1N=C2N(C=C(C=C2)F)C1 2-(chloromethyl)-6-fluoro-imidazo[1,2-a]pyridine